FC(C(=O)O)(F)F.NC/C(/COC1=C(C=C(C=C1)C(=O)N1CC2=CC=CC(=C2CC1)Cl)F)=C\F (E)-(4-((2-aminomethyl-3-fluoroallyl)oxy)-3-fluorophenyl)-(5-chloro-3,4-dihydroisoquinolin-2(1H)-yl)methanone trifluoroacetate